C(C1=CC=CC=C1)[C@H]1NC([C@@H](NC(CNC([C@@H](NC([C@@H](N(C1=O)C)C(C)C)=O)CCCNC(=N)N)=O)=O)CC(=O)O)=O 2-((2S,5R,8S,11S)-5-benzyl-11-(3-guanidinopropyl)-8-isopropyl-7-methyl-3,6,9,12,15-pentaoxo-1,4,7,10,13-pentaazacyclopentadecan-2-yl)acetic acid